5-chloro-1'-[2-({2-oxo-1-[(trans)-3-hydroxycyclobutyl]-1,2,3,4-tetrahydroquinolin-6-yl}oxy)ethyl]-1,2-dihydrospiro[indole-3,4'-piperidin]-2-one ClC=1C=C2C(=CC1)NC(C21CCN(CC1)CCOC=1C=C2CCC(N(C2=CC1)[C@@H]1C[C@H](C1)O)=O)=O